C(C)(C)(C)OC(=O)NC1(CC2=CC(=CC=C2CC1)OC1=CC=CC2=CC=CC=C12)C(=O)OC methyl 2-((tert-butoxycarbonyl) amino)-7-(naphthalen-1-yloxy)-1,2,3,4-tetrahydronaphthalen-2-carboxylate